COC1=C(CN2[C@@H](CC3(OCCC4=C3SC(=C4C(C)O)C(F)(F)F)CC2)C#C)C=CC(=C1)OC 1-((2S)-1-(2,4-dimethoxybenzyl)-2-ethynyl-2'-(trifluoromethyl)-4',5'-dihydrospiro[piperidine-4,7'-thieno[2,3-c]pyran]-3'-yl)ethan-1-ol